tert-butyl (4R,cis)-6-chloromethyl-2,2-dimethyl-1,3-dioxane-4-acetate ClC[C@@H]1C[C@@H](OC(O1)(C)C)CC(=O)OC(C)(C)C